O(CCOCCOCCOC)C(CCCOCCOCCOBOCCOCCOCCOCCOC)OCCOCCOCCOC bis(1,4,7,10-tetraoxaundecyl)(1,4,7,10,13-pentaoxatetradecyl)(1,4,7-trioxaundecyl)borane